Cl.N1CCC(CC1)C=1SC=CN1 2-(piperidin-4-yl)thiazole hydrochloride